C(C)(C)(C)OC(=O)N1CCC(C2=NC=C(C(=C12)C)Br)=C 7-bromo-8-methyl-4-methylene-2,3-dihydro-1,5-naphthyridine-1-carboxylic acid tert-butyl ester